C(CCCCCCCCCCCCCCC)(=O)OCC(OC(CCCCCCCCCCCCCCCCCCCC)=O)COP(=O)(O)OC[C@H](N)C(=O)O 1-hexadecanoyl-2-heneicosanoyl-glycero-3-phosphoserine